C(CCC)OCCOCC[O-].[K+] potassium 2-(2-butoxyethoxy)ethoxide